The molecule is a gibberellin carboxylic acid anion that is the conjugate base of gibberellin A34, obtained by deprotonation of the carboxy group. It is a conjugate base of a gibberellin A34. C[C@]12[C@H]3[C@@H]([C@@]45C[C@@H](CC[C@H]4[C@@]3(C[C@@H]([C@@H]1O)O)OC2=O)C(=C)C5)C(=O)[O-]